C[C@@H]([C@@H](CCC)O)O (2S,3R)-hexane-2,3-diol